decylether phosphate P(=O)(O)(O)O.C(CCCCCCCCC)OCCCCCCCCCC